4-[4-chloro-2-(difluoromethoxy)phenyl]-N-[(3R)-1-methylpiperidin-3-yl]phthalazine-1-amine formate C(=O)O.ClC1=CC(=C(C=C1)C1=NN=C(C2=CC=CC=C12)N[C@H]1CN(CCC1)C)OC(F)F